3-(((R)-7-((2S,4S)-4-amino-2-phenylpyrrolidine-1-carbonyl)-7-azaspiro[4.5]dec-10-yl)methyl)-6-phenylpyrimidin-4(3H)-one N[C@H]1C[C@H](N(C1)C(=O)N1CC2(CCCC2)[C@@H](CC1)CN1C=NC(=CC1=O)C1=CC=CC=C1)C1=CC=CC=C1